[Sb]=S.[Ag] silver-antimony-sulfide